Cyclobutyliodomethyl dodecanoate C(CCCCCCCCCCC)(=O)OC(I)C1CCC1